4-(1-methyl-5-(2-methyl-oxazol-5-yl)-1H-1,2,3-triazol-4-yl)phenol CN1N=NC(=C1C1=CN=C(O1)C)C1=CC=C(C=C1)O